Cl.CNC1CC2=C(C=C(S2)C)CC1 N,2-dimethyl-4,5,6,7-tetrahydrobenzothiophen-6-amine hydrochloride salt